hydroxymethyl-1-(((S)-1-(4-(trifluoromethyl)pyridin-3-yl)pyrrolidin-3-yl)methyl)piperidine-3,4,5-triol OCC1N(CC(C(C1O)O)O)C[C@H]1CN(CC1)C=1C=NC=CC1C(F)(F)F